6-chlorospiro[1H-pyrrolo[3,2-c]pyridin-3,1'-cyclobutane]-2-one ClC1=CC2=C(C=N1)C1(CCC1)C(N2)=O